4,5,6,7-tetrachloro-1,3-diiminoisoindoline ClC1=C2C(NC(C2=C(C(=C1Cl)Cl)Cl)=N)=N